[(3S)-1-{3-[(1H-indol-6-ylmethyl)amino]pyrido[2,3-b]pyrazin-6-yl}pyrrolidin-3-yl]methanol N1C=CC2=CC=C(C=C12)CNC1=CN=C2C(=N1)N=C(C=C2)N2C[C@H](CC2)CO